C(C)N1C(C2=CC=C(C=C2C1(C)C)NC1=NC=C(C(=N1)N[C@H](CO)C1=CC=CC=C1)C1=NC(=NO1)C)=O (S)-2-ethyl-5-((4-((2-hydroxy-1-phenylethyl)amino)-5-(3-methyl-1,2,4-oxadiazol-5-yl)pyrimidin-2-yl)amino)-3,3-dimethylisoindolin-1-one